(3R)-3-amino-7-(5-tert-butyl-1,2,4-oxadiazol-3-yl)-5-[(4-chlorophenyl)methyl]-8-fluoro-1-oxo-2,3-dihydro-1λ4,5-benzothiazepin-4-one N[C@H]1CS(C2=C(N(C1=O)CC1=CC=C(C=C1)Cl)C=C(C(=C2)F)C2=NOC(=N2)C(C)(C)C)=O